ON1CCN(CC1)CC(=O)O 2-(4-hydroxypiperazin-1-yl)acetic acid